6,8-dibromo-2-methylimidazo[1,2-a]pyrazin-3(7H)-one BrC=1NC(=C2N(C1)C(C(=N2)C)=O)Br